COC1=CC=C2C(=NC(=NC2=C1)C1(NC=CC(=N1)NC)N)C 2-(7-methoxy-4-methylquinazolin-2-yl)-N4-methylpyrimidine-2,4-diamine